Tert-butyl quinoline-3-carboxylate N1=CC(=CC2=CC=CC=C12)C(=O)OC(C)(C)C